NCC=1C=C(C=CC1)C1=CC(=CC=2C=COC21)COC2=C(C=CC(=C2)CNS(=O)(=O)C)CC(=O)O 2-(2-((7-(3-(aminomethyl)phenyl)benzofuran-5-yl)methoxy)-4-(methylsulfonamidomethyl)phenyl)acetic acid